C(N)(=O)C1(COC1)NC(=O)C1=C(OC2=C1C=C(C=C2F)OCC2=C(N=CS2)C)C N-(3-carbamoyloxetan-3-yl)-7-fluoro-2-methyl-5-((4-methylthiazol-5-yl)methoxy)benzofuran-3-carboxamide